C(=O)[O-].C(=O)[O-].N1CC(C1)C[N+]1(CCC(CC1)CCC1(C(C(=O)N)C=CC(=C1)NC=1C=2N(C=CN1)C(=CN2)C2=C(C(=C(C=C2)OC(F)F)F)F)CC)C.N2CC(C2)C[N+]2(CCC(CC2)CCC2(C(C(=O)N)C=CC(=C2)NC=2C=1N(C=CN2)C(=CN1)C1=C(C(=C(C=C1)OC(F)F)F)F)CC)C 2-[1-(azetidin-3-ylmethyl)-1-methyl-piperidin-1-ium-4-ylethyl]-4-[[3-[4-(difluoromethoxy)-2,3-difluoro-phenyl]imidazo[1,2-a]pyrazin-8-yl]amino]-2-ethyl-benzamide Diformate